(R)-N-(2-(5-methylisoquinolin-1-yl)propan-2-yl)-2-(1-methylpiperidin-2-yl)acetamide CC1=C2C=CN=C(C2=CC=C1)C(C)(C)NC(C[C@@H]1N(CCCC1)C)=O